NC1=NC=2C=CC(=CC2C2=C1COC2)C(=O)N(CC=2N=NC(=CC2)OCC)C21CC(C2)C1 4-amino-N-(bicyclo[1.1.1]pentan-1-yl)-N-((6-ethoxy-3-pyridazinyl)methyl)-1,3-dihydrofuro[3,4-c]quinoline-8-carboxamide